N1CCC2(CC1)C(=CC1=C2NCC=C1)N dihydrospiro[cyclopenta[b]pyridine-7,4'-piperidin]-6-amine